C(C)(C)N1N=CC(=C1C=1N=CC2=C(N1)C(=CN2C)CC2=CC=C(C=C2)C=2N(C=C(N2)C(F)(F)F)C)C 2-(1-isopropyl-4-methyl-1H-pyrazol-5-yl)-5-methyl-7-(4-(1-methyl-4-(trifluoromethyl)-1H-imidazol-2-yl)benzyl)-5H-pyrrolo[3,2-d]pyrimidine